2-((1S,2R)-1-(2-chloro-5-fluorophenyl)-1-(1-(1-cyano-2-methylpropan-2-yl)-1H-pyrazol-4-yl)propan-2-yl)-5-hydroxy-N-(isoxazol-4-yl)-1-methyl-6-oxo-1,6-dihydropyrimidine-4-carboxamide ClC1=C(C=C(C=C1)F)[C@@H]([C@@H](C)C=1N(C(C(=C(N1)C(=O)NC=1C=NOC1)O)=O)C)C=1C=NN(C1)C(CC#N)(C)C